ClC=1C=C(C=CC1)C(C(C1=CC=CC=C1)N(C([O-])=O)[C@H](C(=O)N[C@@H](C[C@H]1C(NCC1)=O)C(C(=O)NCCN(CC)CC)O)CCCC)(F)F 2-(3-chlorophenyl)-2,2-difluoro-1-phenylethyl((2S)-1-(((2S)-4-((2-(diethylamino)ethyl) amino)-3-hydroxy-4-oxo-1-((S)-2-oxopyrrolidin-3-yl)butan-2-yl)amino)-1-oxohexan-2-yl)carbamate